[Na].N1N=NC=C1 Triazole sodium salt